3,6-di-tert-butyl-10-methylacridine C(C)(C)(C)C=1C=CC=2CC3=CC=C(C=C3N(C2C1)C)C(C)(C)C